3-[[7-[(5-methyl-1H-imidazol-3-yl)amino]-1,6-naphthyridin-5-yl]amino]cyclopentanol CC1=CN(CN1)NC1=NC(=C2C=CC=NC2=C1)NC1CC(CC1)O